COC1=CC=C2NC=C(C[C@H](N)C(=O)O)C2=C1 5-methoxy-tryptophan